NC1=CC(=C(C(=C1)OC)CC(=O)OC)Cl Methyl (4-amino-2-chloro-6-methoxyphenyl)acetate